N,N'-Di(4-Methylbenzyl)-1,2-ethandiamin CC1=CC=C(CNCCNCC2=CC=C(C=C2)C)C=C1